methyl cis-3-((methylsulfonyl)amino)-2-(((cis-3-phenylcyclobutyl)oxy) methyl)-piperidine-1-carboxylate CS(=O)(=O)N[C@@H]1[C@@H](N(CCC1)C(=O)OC)CO[C@@H]1C[C@@H](C1)C1=CC=CC=C1